2-(4-((5-fluoropentyl)thio)-3,5-dimethoxyphenyl)ethylamine FCCCCCSC1=C(C=C(C=C1OC)CCN)OC